C(C(=C)C)(=O)OCCCCC1(C(C=CC=C1)O)O 1,2-dihydroxyphenylbutyl methacrylate